dimethyltrimethylsilylhydrazinyltrimethylsilanamine CC([Si](NNN[Si](C)(C)C)(C)C)C